CN1C(C(=C(C=C1)[O-])NC(N[C@@H](CC(=O)[O-])C1=CC(=CC=C1)CC1=C(C=CC=C1)C(F)(F)F)=O)=O.[Na+].[Na+] sodium (S)-3-(3-(1-methyl-4-oxido-2-oxo-1,2-dihydropyridin-3-yl)ureido)-3-(3-(2-(trifluoromethyl) benzyl)phenyl)propanoate